tert-butyl (trans-4-((tert-butoxycarbonyl)amino)cyclohexyl)((trans-4-(3-(3-ethoxyacryloyl)ureido)cyclohexyl)methyl)carbamate C(C)(C)(C)OC(=O)N[C@@H]1CC[C@H](CC1)N(C(OC(C)(C)C)=O)C[C@@H]1CC[C@H](CC1)NC(=O)NC(C=COCC)=O